ClC=1C(=NC(=CC1)Cl)C(=O)N1[C@H](CCC(C1)(F)F)CNC(C)=O (R)-N-((1-(3,6-dichloropyridine-2-carbonyl)-5,5-difluoropiperidin-2-yl)methyl)acetamide